C(C)C=1C=C(N=NC1)C(=O)N 5-ethylpyridazine-3-carboxamide